ethyl 6-chloropyrido[4,3-e]pyrrolo[1,2-a]pyrazine-7-carboxylate ClC=1C=2N(C3=C(N1)C=CN=C3)C=CC2C(=O)OCC